1-methylcyclopropane-1-sulfonyl chloride CC1(CC1)S(=O)(=O)Cl